N1(CCC1)C=1C=CC(=C(C1)C1=C(C=CC=C1)C)S(=O)(=O)N1CCC(CC1)(C(=O)N[C@H](C)\C=C/S(=O)(=O)C)F (R,Z)-1-((5-(azetidin-1-yl)-2'-methyl-[1,1'-biphenyl]-2-yl)sulfonyl)-4-fluoro-N-(4-(methylsulfonyl)but-3-en-2-yl)piperidine-4-carboxamide